BrC=1C=C(C=C(C1)C(C)(C)O)C(C)(C)O 5-bromo-1,3-bis(α-hydroxyisopropyl)benzene